4-(3-((5-(difluoromethyl)-2-((3-methyl-1-(piperidin-4-yl)-1H-pyrazol-4-yl)amino)pyrimidin-4-yl)amino)propyl)-1,4-oxazepan-5-one FC(C=1C(=NC(=NC1)NC=1C(=NN(C1)C1CCNCC1)C)NCCCN1CCOCCC1=O)F